(3,4-Dimethoxyphenyl)-[2,4'-bithiazole]-2'-amine COC=1C=C(C=CC1OC)C=1N=C(SC1)C=1N=C(SC1)N